BrC=1C=NC(=NC1)NC(=O)[C@H]1N(C[C@@H](C1)F)C(CN1N=C(C2=CC(=CC=C12)C1=CN=NC=C1)C(=O)N)=O 1-(2-((2S,4R)-2-(5-bromopyrimidin-2-ylcarbamoyl)-4-fluoropyrrolidin-1-yl)-2-oxoethyl)-5-(pyridazin-4-yl)-1H-indazole-3-carboxamide